C(C)(=O)Br ethanoyl bromide